(3S,4S)-4-{[5-(2,4-Difluoro-phenyl)-isoxazole-3-carbonyl]-amino}-1-(2,2-dimethyl-propyl)-piperidine-3-carboxylic acid (1-pyrimidin-2-yl-cyclopropyl)-amide N1=C(N=CC=C1)C1(CC1)NC(=O)[C@H]1CN(CC[C@@H]1NC(=O)C1=NOC(=C1)C1=C(C=C(C=C1)F)F)CC(C)(C)C